BrC1=CC2=CN(N=C2C=C1OC(C)C)C1OCCCC1 5-bromo-6-isopropoxy-2-(tetrahydro-2H-pyran-2-yl)-2H-indazole